CC1(NC2=CC=CC=C2C=C1)C 2,2-dimethyl-1,2-dihydroquinoline